Bicyclo[2.2.2]octan-1-ylmethyl mesylate S(C)(=O)(=O)OCC12CCC(CC1)CC2